(Z)-2-methyl-2-butenoic acid ((2S,3R,4R)-4-(4-(tert-butyl)benzyl)-2-(4-fluorophenyl)-tetrahydrofuran-3-yl)methyl ester C(C)(C)(C)C1=CC=C(C[C@@H]2[C@@H]([C@H](OC2)C2=CC=C(C=C2)F)COC(\C(=C/C)\C)=O)C=C1